benzyl 4-(3-(methoxycarbonyl)bicyclo[1.1.1]pentan-1-yl)piperazine-1-carboxylate COC(=O)C12CC(C1)(C2)N2CCN(CC2)C(=O)OCC2=CC=CC=C2